P=C(C(=O)O)CC(=O)O phosphinidenesuccinic acid